N1=CC=CN2C1=NC1=C2C=CC=C1 Pyrimido[1,2-a]benzimidazole